O=C1NC(CCC1N1C(C2=CC=C(C=C2C1=O)N1CC(CC1)CN1CCC(CC1)C1=CC=C(C=C1)NC=1C(=NC(=C(N1)N1CCCCC1)F)C(=O)N)=O)=O 3-((4-(1-((1-(2-(2,6-dioxopiperidin-3-yl)-1,3-dioxoisoindolin-5-yl)pyrrolidine-3-yl)methyl)piperidin-4-yl)phenyl)amino)-6-fluoro-5-(piperidin-1-yl)pyrazine-2-carboxamide